2-methoxy-5-(2-((2R,5S)-5-methyl-2-(3-(4-methylpiperazin-1-yl)phenyl)piperidin-1-yl)-2-oxoacetamido)Nicotinamide COC1=C(C(=O)N)C=C(C=N1)NC(C(=O)N1[C@H](CC[C@@H](C1)C)C1=CC(=CC=C1)N1CCN(CC1)C)=O